(5-((4-(3-((2-((1S)-1-((tetrahydro-2H-pyran-2-yl)oxy)ethyl)-1H-imidazol-1-yl)methyl)isoxazol-5-yl)phenyl)ethynyl)pyridin-2-yl)methyl methanesulfonate CS(=O)(=O)OCC1=NC=C(C=C1)C#CC1=CC=C(C=C1)C1=CC(=NO1)CN1C(=NC=C1)[C@H](C)OC1OCCCC1